CC=1C=C(C=CC1)C=1C(=C(C=2C=CC3=CC=C(C=4C=CC1C2C43)NC4=CC(=CC=C4)C4(C3=CC=CC=C3C=3C=CC=CC43)C4=CC=CC=C4)NC4=CC(=CC=C4)C4(C3=CC=CC=C3C=3C=CC=CC43)C4=CC=CC=C4)C4=CC(=CC=C4)C bis(3-methylphenyl)-N,N'-bis[3-(9-phenyl-9H-fluoren-9-yl)phenyl]pyrene-1,6-diamine